6-acetyl-2-(4-cyclopropyl-6-methoxypyrimidin-5-yl)-8-({4-[4-(difluoromethyl)-1-methylimidazol-2-yl]phenyl}methyl)pyrido[2,3-d]pyrimidin-7-one C(C)(=O)C1=CC2=C(N=C(N=C2)C=2C(=NC=NC2OC)C2CC2)N(C1=O)CC1=CC=C(C=C1)C=1N(C=C(N1)C(F)F)C